FC(S(=O)(=O)OCCO[Si](C)(C)C(C)(C)C)(F)F 2-(tert-butyldimethylsilyl)oxyethanol trifluoromethanesulfonate